O=C1N(C(C2=C3C=4C(=CC=C13)C1=CC(=CC=C1OC4C=C2)C2=CC=C(C=C2)C(F)(F)F)=O)C2=CC=C(C=C2)CCCC(=O)O 4-(4-(1,3-dioxo-9-(4-(trifluoromethyl)phenyl)-1H-xantheno[2,1,9-def]isoquinolin-2(3H)-yl)phenyl)butanoic acid